C(C=CC=CC=CCCC)(=O)OC 2,4,6-Decatrienoic acid, methyl ester